BrC=1N=CC=2N(C1)C(=C(N2)CC)C(=O)N (6-bromo-2-ethylimidazo[1,2-a]pyrazin-3-yl)carboxamide